FC=1C=C(C=CC1F)C1=CNC2=NC=CC(=C21)OC2=C(C=C(NC=1OC[C@@](CN1)(C)CO)C=C2F)F |r| (+/-)-[2-(4-{[3-(3,4-difluorophenyl)-1H-pyrrolo[2,3-b]pyridin-4-yl]oxy}-3,5-difluoroanilino)-5-methyl-5,6-dihydro-4H-1,3-oxazin-5-yl]methanol